C(C)(C)(C)OC(=O)N1CCC(=CC1)C1=CC=C(C=C1)NC(C1=CC=C(C=C1)C(N(C)C1=CC=C(C=C1)CNC(=O)OC(C)(C)C)=O)=O 4-[4-(4-{[4-(tert-butoxycarbonylamino-methyl)-phenyl]-methyl-carbamoyl}-benzoylamino)-phenyl]-3,6-dihydro-2H-pyridine-1-carboxylic acid tert-butyl ester